ClC1=C2C(N(C(C2=CC=C1)=O)C(C(=O)NCCS)CC1=CC=CC=C1)=O 2-(4-chloro-1,3-dioxoisoindol-2-yl)-N-(2-mercaptoethyl)-3-phenylpropionamide